2-(2,6-dioxo-piperidine-3-yl)-4-iodo-isoindoline-1,3-dione O=C1NC(CCC1N1C(C2=CC=CC(=C2C1=O)I)=O)=O